(E)-N'-(2-cyano-4-(5-fluoropyridin-2-yl)-6-methoxyphenyl)-N,N-dimethyl-formimidamide C(#N)C1=C(C(=CC(=C1)C1=NC=C(C=C1)F)OC)/N=C/N(C)C